2-[(4-acetoxy-phenylamino)-methylene]-malonic acid diethyl ester C(C)OC(C(C(=O)OCC)=CNC1=CC=C(C=C1)OC(C)=O)=O